FC1=C(C=CC(=C1)C#N)N 1-fluoro-2-amino-5-cyanobenzene